5-[2-(2-fluoro-4-hydroxyphenylamino)vinyl]-4-cyano-3-phenylisoxazole FC1=C(C=CC(=C1)O)NC=CC1=C(C(=NO1)C1=CC=CC=C1)C#N